ClC1=C(C(=CC=C1Cl)O)C1CCC2=NN(C(N21)=O)C2CCNCC2 (2,3-dichloro-6-hydroxyphenyl)-2-(piperidin-4-yl)-2,5,6,7-tetrahydro-3H-pyrrolo[2,1-c][1,2,4]triazol-3-one